3-fluoro-4-((1E,3E)-3-(hydroxyimino)-3-(5,5,8,8-tetramethyl-5,6,7,8-tetrahydronaphthalen-2-yl)prop-1-en-1-yl)benzoic acid FC=1C=C(C(=O)O)C=CC1\C=C\C(\C1=CC=2C(CCC(C2C=C1)(C)C)(C)C)=N/O